C(C)(C)OC1=C(C(=CC(=C1C1=CC=CC=C1)C1=CC=CC=C1)OC(C)C)C1=CC=CC=C1 2,6-diisopropoxyDiphenyl-1,1-biphenyl